ClC=1C(=CC(=C(C1)C1=C(C=C2C(=NC(N3C2=C1SC[C@H](C3)C=3C=NC=C(C3)F)=O)N3C[C@@H](N[C@@H](C3)C)C)C(F)(F)F)F)F (3S)-11-(5-chloro-2,4-difluorophenyl)-8-((3S,5R)-3,5-dimethylpiperazin-1-yl)-3-(5-fluoropyridin-3-yl)-10-(trifluoromethyl)-3,4-dihydro-2H,6H-[1,4]thiazepino[2,3,4-ij]quinazolin-6-one